2-(2,6-dichlorophenyl)-5-((6-(2-(3-fluoroazetidin-1-yl)-2-oxoethyl)pyridin-3-yl)amino)-2H-1,2,3-triazole-4-carboxamide ClC1=C(C(=CC=C1)Cl)N1N=C(C(=N1)C(=O)N)NC=1C=NC(=CC1)CC(=O)N1CC(C1)F